FC=1C(=NC2=CC(=CC=C2C1C1=C2C=NNC2=CC=C1C)OC)N1CC2(CN(C2)C(C=C)=O)CC1 1-(6-(3-fluoro-7-methoxy-4-(5-methyl-1H-indazol-4-yl)quinolin-2-yl)-2,6-diazaspiro[3.4]octan-2-yl)prop-2-en-1-one